CC=1C=C(C=C(C1)O)O 5-methylbenzene-1,3-diol